[N+](=O)([O-])C=1C=CC(=NC1)SSC1(CCC1)CO [1-[(5-nitro-2-pyridyl)disulfanyl]cyclobutyl]methanol